ClCC=1NC=CN1 2-(chloromethyl)-1H-imidazole